C(CC)N(C(=O)N)CCCCCCCCCC N-propyl-N-decylurea